CNS(=O)(=O)C(C(C(C(C(C(F)(F)F)(F)F)(F)F)(F)F)(F)F)(F)F N-methyl-perfluorohexyl-sulfonamide